FC=1C=C(C=CC1[N+](=O)[O-])S(=O)(=O)Cl 3-fluoro-4-nitrophenyl-sulfonyl chloride